3-(4-((4-(2-((S)-4-(4-chlorophenyl)-2,3,9-trimethyl-6H-thieno[3,2-f][1,2,4]triazolo[4,3-a][1,4]diazepin-6-yl)acetyl)piperazin-1-yl)methyl)-2-fluorophenyl)piperidine-2,6-dione ClC1=CC=C(C=C1)C1=N[C@H](C=2N(C3=C1C(=C(S3)C)C)C(=NN2)C)CC(=O)N2CCN(CC2)CC2=CC(=C(C=C2)C2C(NC(CC2)=O)=O)F